C(CC)OC1=C(C=CC=C1)C1(C(=CC(=CN1)C1=NC=C(C=C1\C=C\C1=CC=CC=C1)C=1C=NC(=CC1)F)C)C=1C=NC=CC1 (E)-6'-(2-propoxyphenyl)-5'-methyl-5-(6-fluoropyridin-3-yl)-3-styryl-2,3':6',3''-terpyridin